1-(2-(dimethylamino)ethyl)-N2-ethyl-N1-methyl-N4-(4-(1-methyl-1H-indol-3-yl)-7H-pyrrolo[2,3-d]pyrimidin-2-yl)benzene-1,2,4-triamine CN(CCC1(C(C=C(C=C1)NC=1N=C(C2=C(N1)NC=C2)C2=CN(C1=CC=CC=C21)C)NCC)NC)C